1H-Pyrazole-5-carboxamide N1N=CC=C1C(=O)N